CC1(OC[C@@H](O1)COC1=C(C=C(C=C1)CCC1=CC=C(C=C1)OC[C@@H]1OC1)C)C (S)-2,2-dimethyl-4-((2-methyl-4-(4-(((R)-oxiran-2-yl)methoxy)phenethyl)phenoxy)methyl)-1,3-dioxolane